CC1=C(OC2=C(C=C(C=C2C1=O)C)[C@@H](C)NC=1C(=NC=CC1)C1=NOC(N1C)=O)C1=CC=CC=C1 3-[3-[[(1R)-1-(3,6-Dimethyl-4-oxo-2-phenyl-chromen-8-yl)ethyl]amino]-2-pyridyl]-4-methyl-1,2,4-oxadiazol-5-one